FC(C1(COC1)C=1C=C(C=CC1)N1C(C2=CC(=CC(=C2C1)C(F)(F)F)[C@@H](C)N1C[C@H](CC1)F)=O)(C1=NN=CN1C)F 2-(3-(3-(difluoro(4-methyl-4H-1,2,4-triazol-3-yl)methyl)oxetan-3-yl)phenyl)-6-((R)-1-((S)-3-fluoropyrrolidin-1-yl)ethyl)-4-(trifluoromethyl)isoindolin-1-one